C1(CC1)NS(=O)(=O)C1(CC1)CC1N2CCC(C1=O)(CC2)C N-cyclopropyl-((4-methyl-3-oxoquinuclidin-2-yl)methyl)cyclopropanesulfonamide